mono-tertiary butyl tridecanedioate C(CCCCCCCCCCCC(=O)[O-])(=O)OC(C)(C)C